OCC([C@H](C[C@H]1C(NCC1)=O)NC(=O)[C@H]1N(C[C@H]2[C@@H]1CCC2)C(=O)C=2NC1=CC=CC(=C1C2)OC(F)(F)F)=O (1S,3aR,6aS)-N-[(2S)-4-hydroxy-3-oxo-1-[(3S)-2-oxopyrrolidin-3-yl]butan-2-yl]-2-[4-(trifluoromethoxy)-1H-indole-2-carbonyl]-hexahydro-1H-cyclopenta[c]pyrrole-1-carboxamide